heptylene glycol diacrylate C(C=C)(=O)OCCCCCCCOC(C=C)=O